(±)-Tert-butyl (1-(8-fluoro-6-(5-fluoro-2-((5-(4-methylpiperazin-1-yl)pyridin-2-yl)amino)pyrimidin-4-yl)quinolin-4-yl)ethyl)carbamate FC=1C=C(C=C2C(=CC=NC12)[C@@H](C)NC(OC(C)(C)C)=O)C1=NC(=NC=C1F)NC1=NC=C(C=C1)N1CCN(CC1)C |r|